FC=1C=CC(=C2C=C(NC(C12)=O)CCC(=O)N1CCC(=CC1)C=1C=NC(=CC1)F)C 8-fluoro-3-(3-(6-fluoro-3',6'-dihydro-[3,4'-bipyridine]-1'(2'H)-yl)-3-oxopropyl)-5-methylisoquinolin-1(2H)-one